(Z)-15-octadecenoic acid C(CCCCCCCCCCCCC\C=C/CC)(=O)O